ClC1=CC=C(C=C1)CN1C(C2=CC(=CC=C2C1C1=CC=C(C=C1)Cl)C(C)(C)O)=O 2-(4-chlorophenylmethyl)-3-(4-chlorophenyl)-6-(2-hydroxypropan-2-yl)isoindolin-1-one